7-Chloro-6-fluoro-8-(5-fluoro-3-methyl-1H-indol-7-yl)-1,4,4,9-tetramethyl-5H-[1,2,4]triazolo[4,3-a]quinoxaline ClC=1C(=C2NC(C=3N(C2=C(C1C=1C=C(C=C2C(=CNC12)C)F)C)C(=NN3)C)(C)C)F